CC1CNC2=C(O1)N=CC(=C2C)NC2=C(C(NC=C2)=O)C(=O)NC2=CC=C(C=C2)N2CCN(CC2)C(=O)N(C)C 4-(4-(4-((3,8-dimethyl-2,3-dihydro-1H-pyrido[2,3-b][1,4]oxazin-7-yl)amino)-2-oxo-1,2-dihydropyridine-3-carboxamido)phenyl)-N,N-dimethylpiperazine-1-carboxamide